FC(C(Cl)(Cl)Cl)(F)F trifluorotrichloroethane